C(C1=CC=CC=C1)OC[C@H](N)C(=O)OC(C)(C)C tert-butyl O-benzyl-L-serinate